((1s,4s)-4-((6'-((2-(1-(Cyclopropylsulfonyl)-1H-pyrazol-4-yl)pyrimidin-4-yl)amino)-5-((4-methylpiperazin-1-yl)sulfonyl)-[2,3'-bipyridin]-4'-yl)amino)cyclohexyl)methanol C1(CC1)S(=O)(=O)N1N=CC(=C1)C1=NC=CC(=N1)NC1=CC(=C(C=N1)C1=NC=C(C=C1)S(=O)(=O)N1CCN(CC1)C)NC1CCC(CC1)CO